OC(C\C=C/CCCCCCCC(=O)O)CCCCCC (Z)-12-hydroxy-octadec-9-enoic acid